N-(1-(1-methoxyisoquinolin-4-yl)ethyl)cyclopropylamine COC1=NC=C(C2=CC=CC=C12)C(C)NC1CC1